(S)-4-((2,2-difluoroethyl)(4-(5,6,7,8-tetrahydro-1,8-naphthyridin-2-yl)butyl)amino)-2-(quinazolin-4-ylamino)butanoic acid FC(CN(CC[C@@H](C(=O)O)NC1=NC=NC2=CC=CC=C12)CCCCC1=NC=2NCCCC2C=C1)F